methyl-3-(1-methylimidazol-4-yl)-4-[[3-methyl-5-(trifluoromethyl)-2-pyridyl]amino]benzenesulfonamide CC1=C(C=CC(=C1C=1N=CN(C1)C)NC1=NC=C(C=C1C)C(F)(F)F)S(=O)(=O)N